COC1=CC2=C(OC[C@@H]3N2CCN(C3)C3CCN(CC3)C)C=C1NC=1N=C(C3=C(N1)NC=C3)NC3=C(C=CC=C3)NS(=O)(=O)C (R)-N-(2-((2-((9-methoxy-3-(1-methylpiperidin-4-yl)-1,2,3,4,4a,5-Hexahydrobenzo[b]pyrazino[1,2-d][1,4]oxazin-8-yl)amino)-7H-pyrrolo[2,3-d]pyrimidin-4-yl)amino)phenyl)methanesulfonamide